L-5-aminopyrid-3-ylalanine NC=1C=C(C=NC1)N[C@@H](C)C(=O)O